3,5-bis(bromomethyl)benzoic acid methyl ester COC(C1=CC(=CC(=C1)CBr)CBr)=O